3-(2-chloro-4-fluoro-4'-((2-oxopyridin-1(2H)-yl)methyl)-[1,1'-biphenyl]-3-yl)piperidine-2,6-dione ClC1=C(C=CC(=C1C1C(NC(CC1)=O)=O)F)C1=CC=C(C=C1)CN1C(C=CC=C1)=O